C1(CC1)COC1=C(C=CC(=N1)C(=O)NC(C(=O)OCCC([2H])([2H])F)(CC)CC)N1CC(C1)OC 3-fluoro(3,3-dideuterio)propyl 2-{[6-(cyclopropylmethoxy)-5-(3-methoxyazetidin-1-yl)pyridine-2-carbonyl] amino}-2-ethylbutanoate